4-((3-(5-(7H-pyrrolo[2,3-d]pyrimidin-4-yl)pyridin-2-yl)-3,6-diazabicyclo[3.1.1]heptan-6-yl)methyl)-3-fluorophenol N1=CN=C(C2=C1NC=C2)C=2C=CC(=NC2)N2CC1N(C(C2)C1)CC1=C(C=C(C=C1)O)F